C(C1=CC=CC=C1)OC1=CC=C(OC=2C3=C(S(C2)(=O)=O)C=C(C=C3)Br)C=C1 3-(4-(benzyloxy)phenoxy)-6-bromobenzo[b]thiophene 1,1-dioxide